C=C/C=C/CCCC/C=C/C=C butylene-butadiene